F[C@H]1CN(CC[C@H]1C1=C(C(=NC(=N1)N)C=1N=CN(C1)C=1C(=NC(=CC1)C)C(F)(F)F)C(F)(F)F)S(=O)(=O)C ((3R,4S)-3-fluoro-1-(methylsulfonyl)piperidin-4-yl)-4-(1-(6-methyl-2-(trifluoromethyl)pyridin-3-yl)-1H-imidazol-4-yl)-5-(trifluoromethyl)pyrimidin-2-amine